N[C@]1([C@H](CCC1)C(=O)O)C (1S,2R)-2-AMINO-2-METHYLCYCLOPENTANECARBOXYLIC ACID